(S)-N-(7-(2-(1-amino-2-(3,5-difluorophenyl)ethyl)-4-oxo-7-(3,3,3-trifluoropropoxy)pyrido[2,3-d]Pyrimidin-3(4H)-yl)-4-chloro-1-methyl-1H-indazol-3-yl)methanesulfonamide N[C@@H](CC1=CC(=CC(=C1)F)F)C=1N(C(C2=C(N1)N=C(C=C2)OCCC(F)(F)F)=O)C=2C=CC(=C1C(=NN(C21)C)NS(=O)(=O)C)Cl